C(#N)C=1C=NN2C1C(=CC(=C2)OCC)C=2C=CC(=NC2)N2CC1N(C(C2)C1)C(=O)OC(C)(C)C tert-butyl 3-(5-(3-cyano-6-ethoxypyrazolo[1,5-a]pyridin-4-yl) pyridin-2-yl)-3,6-diazabicyclo[3.1.1]heptane-6-carboxylate